2-(2-((6bR,10aS)-3-methyl-2,3,6b,9,10,10a-hexahydro-1H-pyrido[3',4':4,5]pyrrolo[1,2,3-de]quinoxalin-8(7H)-yl)ethyl)phenol CN1CCN2C=3C(=CC=CC13)[C@H]1[C@@H]2CCN(C1)CCC1=C(C=CC=C1)O